nickel-gold-nickel-gold [Au].[Ni].[Au].[Ni]